O=C1C(C(=NN1C1=CCC(C=C1)=S(=O)=O)C(=O)[O-])N=NC1=CCC(C=C1)=S(=O)=O.[Na+].[Na+].[Na+].O=C1C(C(=NN1C1=CCC(C=C1)=S(=O)=O)C(=O)[O-])N=NC1=CCC(C=C1)=S(=O)=O.O=C1C(C(=NN1C1=CCC(C=C1)=S(=O)=O)C(=O)[O-])N=NC1=CCC(C=C1)=S(=O)=O trisodium 5-oxo-1-(4-sulfonylphenyl)-4-[(4-sulfonylphenyl) diazenyl]-4H-pyrazole-3-carboxylate